3-{(S)-4-[3-Chloro-4-(3,3-dimethyl-butyl)-phenyl]-5-isopropyl-4-methyl-2-oxo-3,4-dihydro-2H-pyrimidin-1-yl}propionic acid ethyl ester C(C)OC(CCN1C(N[C@@](C(=C1)C(C)C)(C)C1=CC(=C(C=C1)CCC(C)(C)C)Cl)=O)=O